6-amino-2,3-dihydro-1H-indene-5-carboxaldehyde NC1=C(C=C2CCCC2=C1)C=O